N-methyl-N-(2-nitro-6-(trifluoromethyl)phenyl)methanesulfonamide CN(S(=O)(=O)C)C1=C(C=CC=C1C(F)(F)F)[N+](=O)[O-]